Chloro-1,2-propanediol C(C(CCl)O)O